N-ethyl-(3-pentyl)amine C(C)NC(CC)CC